FC=1C=C(C=C2CCN(CC12)CC12CN(C(C1)C2)C)C(=O)NO 8-fluoro-2-[(2-methyl-2-azabicyclo[2.1.1]hexan-4-yl)methyl]-3,4-dihydro-1H-isoquinoline-6-carbohydroxamic acid